(R)-3-(1-((6-(9-acetyl-3,9-diazaspiro[5.5]undecan-3-yl)-7-methoxy-2-methylquinazolin-4-yl)amino)ethyl)-2-methylbenzonitrile C(C)(=O)N1CCC2(CCN(CC2)C=2C=C3C(=NC(=NC3=CC2OC)C)N[C@H](C)C=2C(=C(C#N)C=CC2)C)CC1